cis-1-amino-2-methylcyclopropane-1-carbonitrile hydrochloride Cl.N[C@@]1([C@@H](C1)C)C#N